N-methyl-N-((S)-1-(vinylsulfonyl)pyrrolidine-3-carbonyl)-L-valine methyl ester COC([C@@H](N(C(=O)[C@@H]1CN(CC1)S(=O)(=O)C=C)C)C(C)C)=O